[Si](C)(C)(C(C)(C)C)OCC=1N=C2N(C=C(C=C2NCC2(COC2)O)C2CC2)C1 3-(((2-(((tert-butyldimethylsilyl)oxy)methyl)-6-cyclopropylimidazo[1,2-a]pyridin-8-yl)amino)methyl)oxetan-3-ol